(4S)-N-[8-(3,5-dichlorophenyl)-4-morpholino-1,5-naphthyridin-3-yl]chromane-4-carboxamide ClC=1C=C(C=C(C1)Cl)C=1C=CN=C2C(=C(C=NC12)NC(=O)[C@H]1CCOC2=CC=CC=C12)N1CCOCC1